1-(3,4-dichlorophenyl)-4-oxocyclohexanecarboxylic acid ClC=1C=C(C=CC1Cl)C1(CCC(CC1)=O)C(=O)O